CCCCCCCCCCCCCCCC(=O)OC[C@H](COP(=O)(O)O)OC(=O)CCCCCCC/C=C\\C/C=C\\CCCCC The molecule is a 1,2-diacyl-sn-glycerol 3-phosphate in which the 1- and 2-acyl groups are specified as hexadecanoyl (palmitoyl) and 9Z,12Z-octadecadienoyl (linoleoyl) respectively. It is a conjugate acid of a 1-hexadecanoyl-2-(9Z,12Z-octadecadienoyl)-sn-glycero-3-phosphate(2-).